4-(3-fluoro-5-(piperazine-1-carbonyl)benzyl)-2H-phthalazin-1-one FC=1C=C(CC2=NNC(C3=CC=CC=C23)=O)C=C(C1)C(=O)N1CCNCC1